CC1(CCC(C2=CC=CC=C12)O)C 4,4-dimethyl-1,2,3,4-tetrahydronaphthalen-1-ol